ClC=1C=2N(C=CC1)N=C(C2)[C@@H]2N(CCC1=C2N=CN1)C1=NC=CC=N1 (R)-4-(4-chloropyrazolo[1,5-a]pyridin-2-yl)-5-(pyrimidin-2-yl)-4,5,6,7-tetrahydro-1H-imidazo[4,5-c]pyridine